FC1=CC=C(C=C1)NC(=O)C1CC12CCC(CC2)C2=CC=NC1=CC=C(C=C21)F N-(4-fluorophenyl)-6-(6-fluoroquinolin-4-yl)spiro[2.5]octane-1-carboxamide